F[C@@H](C(=O)NC1=CC=C(C=C1)NCC1=CC=C(C=C1)O)[C@H](CCCCCCC)F (2S,3S)-2,3-Difluoro-N-(4-((4-hydroxybenzyl)amino)phenyl)decanamid